5-(8-chloro-2-methyl-3-phenyloctan-2-yl)benzene-1,3-diol ClCCCCCC(C(C)(C)C=1C=C(C=C(C1)O)O)C1=CC=CC=C1